C(#N)N1C[C@H](CC1)C(=O)NC=1N=CN(C1)C1=CC(=CC=C1)C(F)(F)F (S)-1-cyano-N-(1-(3-(trifluoromethyl)phenyl)-1H-imidazol-4-yl)pyrrolidine-3-carboxamide